2-chloro-1-(cyclobutoxy)-3-fluoro-4-nitro-benzene ClC1=C(C=CC(=C1F)[N+](=O)[O-])OC1CCC1